COC=1C=C(C=CC1)CC(=O)O 2-(3-Methoxyphenyl)acetic acid